4-[2-(4-aminopiperidin-1-yl)-5-[3-fluoro-4-(methylamino)phenyl]-1-methyl-6-oxopyrimidin-4-yl]-2-fluorobenzonitrile NC1CCN(CC1)C=1N(C(C(=C(N1)C1=CC(=C(C#N)C=C1)F)C1=CC(=C(C=C1)NC)F)=O)C